COC=1C=C(C=CC1OC)C12CCN(C2CCCC1)C 3a-(3,4-dimethoxyphenyl)-1-methyloctahydro-1H-indole